1-Cyclopropyl-1H-pyrazole-4-carboxylic acid hydrazide C1(CC1)N1N=CC(=C1)C(=O)NN